2-(4-bromo-2-fluorophenyl)-5-ethyltetrahydro-2H-pyran BrC1=CC(=C(C=C1)C1OCC(CC1)CC)F